S1C(=NC2=C1C=CC=C2)/C=C/C2=CC=C(C(=O)O)C=C2 4-[(E)-2-(1,3-benzothiazol-2-yl)vinyl]benzoic acid